1,3,8-decanetriol C(CC(CCCCC(CC)O)O)O